propyl-(hexyl)phosphinic acid C(CC)P(O)(=O)CCCCCC